(2S,3S,4R,5R)-5-(2-(2-chlorothiophen-3-yl)-6-(methylamino)-9H-purin-9-yl)-N-ethyl-3,4-Dihydroxytetrahydrofuran-2-carboxamide ClC=1SC=CC1C1=NC(=C2N=CN(C2=N1)[C@H]1[C@@H]([C@@H]([C@H](O1)C(=O)NCC)O)O)NC